BrC(C(=O)N(C1=CC=CC=C1)C)CBr 2,3-dibromo-N-methyl-N-phenylpropionamide